(1aS,7bR)-3-((S)-5-(tert-butylsulfonyl)-5-azaspiro[3.4]octan-7-yl)-4-(2-(hydroxymethyl)thieno[3,2-b]pyridin-7-yl)-1a,2,3,7b-tetrahydro-1H-cyclopropa[c]quinoline-6-carbonitrile C(C)(C)(C)S(=O)(=O)N1C2(CCC2)C[C@@H](C1)N1C[C@@H]2[C@H](C=3C=C(C=C(C13)C1=C3C(=NC=C1)C=C(S3)CO)C#N)C2